crotonoanilide C(\C=C\C)(=O)NC1=CC=CC=C1